(±)-4-[3-(4,5-dichloro-6-ethoxy-1-methyl-1H-indole-2-amido)oxolan-3-yl]benzoic acid ClC1=C2C=C(N(C2=CC(=C1Cl)OCC)C)C(=O)N[C@@]1(COCC1)C1=CC=C(C(=O)O)C=C1 |r|